dihydro-2H-thiopyran-3(4H)-one 1,1-dioxide S1(CC(CCC1)=O)(=O)=O